7-(Difluoromethyl)-5-(o-Tolyl)Imidazolo[1,2-a]Quinoxaline-4(5H)-on FC(C=1C=C2N(C(C=3N(C2=CC1)C=CN3)=O)C3=C(C=CC=C3)C)F